9,9'-(5-(4,6-diphenylpyridin-2-yl)-1,3-phenylene)bis(3-(p-tolyl)-9H-carbazole) C1(=CC=CC=C1)C1=CC(=NC(=C1)C1=CC=CC=C1)C=1C=C(C=C(C1)N1C2=CC=CC=C2C=2C=C(C=CC12)C1=CC=C(C=C1)C)N1C2=CC=CC=C2C=2C=C(C=CC12)C1=CC=C(C=C1)C